N-(1-benzylcyclopropyl)-2-methoxy-6,7-dihydro-5H-cyclopenta[b]pyridine-3-carboxamide C(C1=CC=CC=C1)C1(CC1)NC(=O)C=1C=C2C(=NC1OC)CCC2